6-(8-fluoro-2-methylimidazo[1,2-a]pyridin-6-yl)-2-(piperazin-1-yl)thiazolo[5,4-d]pyrimidin-7(6H)-one FC=1C=2N(C=C(C1)N1C=NC3=C(C1=O)N=C(S3)N3CCNCC3)C=C(N2)C